[C@@H]12C(OC([C@H]2C1)=O)=O (1R,5S)-3-oxabicyclo[3.1.0]hexane-2,4-dione